NC1=C(C(=C(C(N1C=1SC=CN1)=O)C#N)C1=CC=C(C=C1)N1N=C(C=CC1=O)C1=CC=CC=C1)C#N 6-Amino-2-oxo-4-(4-(6-oxo-3-phenylpyridazin-1(6H)-yl)phenyl)-1-(thiazol-2-yl)-1,2-dihydro-pyridine-3,5-dicarbonitrile